9-(4-tert-butylpyridin-2-yl)-2-hydroxycarbazole C(C)(C)(C)C1=CC(=NC=C1)N1C2=CC=CC=C2C=2C=CC(=CC12)O